C(C)(=O)N(C1=C(C=C(C=C1)C1=CC=C(C=N1)C(=O)NCC1CN(CCC1)C)Cl)CC1CC1 6-[4-[acetyl(cyclopropylmethyl)amino]-3-chloro-phenyl]-N-[(1-methyl-3-piperidyl)methyl]pyridine-3-carboxamide